C[C@@H]1C(C2=C(C3=C4C(=C2O1)C(=CC(=O)C4=C(C(=C3O)OC)O)C)O)(C)C The molecule is an organic heterotetracyclic compound that is 8,9-dihydro-4H-phenaleno[1,2-b]furan substituted by methyl groups at positions 1,8,8 and 9R, hydroxy groups at positions 3,4 and 7, methoxy group at position 5 and oxo group at position 6. It is isolated from the soil fungus, Penicillium herquei. It has a role as a fungal metabolite and an antibacterial agent. It is an organic heterotetracyclic compound, a member of phenols, an enone and a polyketide. It is a conjugate acid of a deoxyherqueinone(1-).